BrC=1C(=CC=C2C=CC=NC12)OCOCC[Si](C)(C)C 8-bromo-7-{[2-(trimethylsilyl)ethoxy]methoxy}quinoline